ClC=1C=C(OC2CCC(CC2)NC(C2=CC(=C(C=C2)N2CCC(CC2)CO)F)=O)C=CC1C#N N-((1r,4r)-4-(3-chloro-4-cyanophenoxy)cyclohexyl)-3-fluoro-4-(4-(hydroxymethyl)piperidin-1-yl)benzamide